(3,5-difluoro-4-(4-methoxy-3-(1-methyl-1H-pyrazol-4-yl)-1H-pyrazolo[3,4-c]pyridin-5-yl)phenyl)-N-methylmethanamine FC=1C=C(C=C(C1C=1C(=C2C(=CN1)NN=C2C=2C=NN(C2)C)OC)F)CNC